NC1=NC2=C(C=3N1N=C(N3)C=3OC=CC3)SC(N2CCN2CCN(CC2)C2=C(C=C(C=C2)OCC[S@@](=O)C)F)=O (S)-5-amino-3-(2-(4-(2-fluoro-4-(2-(methyl-sulfinyl)ethoxy)phenyl)piperazin-1-yl)ethyl)-8-(furan-2-yl)thiazolo[5,4-e][1,2,4]triazolo[1,5-c]pyrimidin-2(3H)-one